ClC=1C=CC2=C([C@@H](C[C@@H](O2)C(=O)NC23CC(C2)(C3)N3N=CC(=C3)C=3C=NC(=C(C3)F)C(F)(F)F)O)C1 (2R,4R)-6-chloro-N-(3-{4-[5-fluoro-6-(trifluoromethyl)pyridin-3-yl]-1H-pyrazol-1-yl}bicyclo[1.1.1]pentan-1-yl)-4-hydroxy-3,4-dihydro-2H-1-benzopyran-2-carboxamide